rac-(trans)-4-(3-chloro-4-cyanophenyl)-2,5-dimethyl-N-(6-(4-(2-oxoethyl)piperidin-1-yl)pyridin-3-yl)piperazine-1-carboxamide ClC=1C=C(C=CC1C#N)N1C[C@@H](N(C[C@H]1C)C(=O)NC=1C=NC(=CC1)N1CCC(CC1)CC=O)C